Difluoromethyl 2,2,3,3,3-pentafluoropropyl ether FC(COC(F)F)(C(F)(F)F)F